NC=1C=CC(=C(C(=O)NC(C)C2=NC=CC=C2)C1)N(C)C 5-amino-2-(dimethylamino)-N-(1-(pyridin-2-yl)ethyl)benzamide